[3-oxo-3-[3-[rac-(1R)-3-(4-hydroxy-1-piperidyl)-1-[[rac-(7S)-7-tert-butyl-5,6,7,8-tetrahydrothiazolo[5,4-b]quinoline-2-carbonyl]amino]propyl]anilino]propyl]ammonium O=C(CC[NH3+])NC1=CC(=CC=C1)[C@@H](CCN1CCC(CC1)O)NC(=O)C=1SC2=NC=3CC[C@@H](CC3C=C2N1)C(C)(C)C |r|